FC(C1=C2C=CNC2=CC(=C1OC=1C=CC(=C(C1)C=1NC(=CN1)C(C)(O)C=1C=C(C=CC1)CCC(=O)O)F)F)F 3-(3-(1-(2-(5-((4-(difluoromethyl)-6-fluoro-1H-indol-5-yl)oxy)-2-fluorophenyl)-1H-imidazol-5-yl)-1-hydroxyethyl)phenyl)propanoic acid